C(C1=CC=CC=C1)OC(=O)N1CCN(CC1)C1CC2=C(N(N=C2CC1)C1=NC=CC=C1)O 4-(3-hydroxy-2-(pyridin-2-yl)-4,5,6,7-tetrahydro-2H-indazol-5-yl)piperazine-1-carboxylic acid benzyl ester